FC1(CCN(CC1)C=1C=C(C=CC1C1=NN=CN1)NC(C1=C(C=C(C=C1)NS(=O)(=O)CC)N1CCC2(CC2)CC1)=O)F N-(3-(4,4-difluoropiperidin-1-yl)-4-(4H-1,2,4-triazol-3-yl)phenyl)-4-(ethylsulfonamido)-2-(6-azaspiro[2.5]octan-6-yl)benzamide